ClC1=C(C(=CC=C1)F)C1(CC1)/C(/NOC(=O)C1=NN(C(=C1)C(F)F)CCS(=O)(=O)C)=N/[H] (Z)-1-(2-chloro-6-fluorophenyl)-N-((5-(difluoromethyl)-1-(2-(methylsulfonyl)ethyl)-1H-pyrazole-3-carbonyl)oxy)cyclopropane-1-carboximidamide